4-cyclopropyl-1,1,1-trifluorobutan-2-yl (1-methyl-4-(6-methyl-5-(methylsulfonamido) pyridin-2-yl)-1H-1,2,3-triazol-5-yl)carbamate CN1N=NC(=C1NC(OC(C(F)(F)F)CCC1CC1)=O)C1=NC(=C(C=C1)NS(=O)(=O)C)C